3-((S)-1'-(tert-butoxycarbonyl)-1-(((R)-tert-butylsulfinyl)amino)-1,3-dihydrospiro[indene-2,4'-piperidin]-6-yl)propiolic acid C(C)(C)(C)OC(=O)N1CCC2(CC1)[C@@H](C1=CC(=CC=C1C2)C#CC(=O)O)N[S@](=O)C(C)(C)C